3-(ethylimino)amino-N,N-dimethylpropane-1-amine hydrochloride Cl.C(C)N=NCCCN(C)C